(1R,3S,4S)-2-(Toluene-4-sulfonyl)-2-azabicyclo[2.2.1]heptane-3-carboxylic acid benzooxazol-5-ylmethyl-(4,4-difluoro-cyclohexyl)-amide O1C=NC2=C1C=CC(=C2)CN(C(=O)[C@H]2N([C@@H]1CC[C@H]2C1)S(=O)(=O)C1=CC=C(C)C=C1)C1CCC(CC1)(F)F